2-(3,8-Diazabicyclo[3.2.1]octan-8-yl)-7-(2,8-dimethylimidazo[1,2-b]pyridazin-6-yl)thiazolo[3,2-a]pyrimidin-5-on C12CNCC(CC1)N2C2=CN1C(=NC(=CC1=O)C=1C=C(C=3N(N1)C=C(N3)C)C)S2